ethyl 4-oxo-4-(p-tolylamino)but-2-ynoate O=C(C#CC(=O)OCC)NC1=CC=C(C=C1)C